4-(5-(3-((2-(4-(((4R,5R)-5-hydroxy-1,2-dithian-4-yl)oxy)-4-oxobutanoyl)-5-methoxythieno[2,3-b]pyridin-6-yl)oxy)propoxy)-6-methoxyisoindolin-2-yl)-4-oxobutanoic acid O[C@@H]1[C@H](CSSC1)OC(CCC(=O)C1=CC=2C(=NC(=C(C2)OC)OCCCOC=2C=C3CN(CC3=CC2OC)C(CCC(=O)O)=O)S1)=O